N,N'-(1,4-phenylene)bis(1-(4-(tert-butyl)phenyl)-4,4-dimethyl-1,4,5,6-tetrahydropyridine-3-carboxamide) C1(=CC=C(C=C1)NC(=O)C1=CN(CCC1(C)C)C1=CC=C(C=C1)C(C)(C)C)NC(=O)C1=CN(CCC1(C)C)C1=CC=C(C=C1)C(C)(C)C